CN(C(=O)C1(CCCCC1)C)CC1=C(C(=CC(=C1)F)F)F N,1-dimethyl-N-(2,3,5-trifluorobenzyl)cyclohexanecarboxamide